ClC1=C(C=C(C(=C1)Cl)NC(=S)OC1=C(C=CC=C1)C)B(O)O [2,4-dichloro-5-[(2-methylphenoxy)carbothioylamino]phenyl]boronic acid